2-Amino-4-(butylamino)-6-(4-(morpholinomethyl)benzyl)pyridin NC1=NC(=CC(=C1)NCCCC)CC1=CC=C(C=C1)CN1CCOCC1